C1=CC=CC=2C3=CC=CC=C3C(C12)COC(=O)N[C@H](C(=O)N[C@@H](C(=O)OCC1=CC=CC=C1)CNC(=O)OCC[Si](C)(C)C)CNC(=O)OC(C)(C)C (R)-benzyl 2-((S)-2-((((9H-fluoren-9-yl)methoxy)carbonyl)amino)-3-((tert-butoxycarbonyl)amino)propanamido)-3-(((2-(trimethylsilyl)ethoxy)carbonyl)amino)propanoate